C[C@@H]1COCCN1C=1C=C(C=2N(N1)C(=NC2)C2=CC=NN2)C2(CCCC2)C#N (R)-1-(2-(3-methylmorpholino)-7-(1H-pyrazol-5-yl)imidazo[1,5-b]pyridazin-4-yl)cyclopentane-1-carbonitrile